(R)-3-(3-((3-aminotetrahydrothiophen-3-yl)methoxy)-4-cyano-5-(methylthio)phenyl)imidazo[1,2-a]pyridine-5-carbonitrile N[C@@]1(CSCC1)COC=1C=C(C=C(C1C#N)SC)C1=CN=C2N1C(=CC=C2)C#N